CC1(C(NC(N1)=S)=O)C 5,5-dimethyl-2-thioxoimidazol-4-one